1-(m-tolyl)-1H-1,2,3-triazol C1(=CC(=CC=C1)N1N=NC=C1)C